4-(2-Amino-2-methylpropanoyl)-N-(1-(4-(((4-aminobicyclo[2.2.2]octan-1-yl)(methyl)amino)methyl)phenyl)-2-oxo-1,2-dihydropyrimidin-4-yl)piperazine-1-carboxamide Hydrochloride Salt Cl.NC(C(=O)N1CCN(CC1)C(=O)NC1=NC(N(C=C1)C1=CC=C(C=C1)CN(C)C12CCC(CC1)(CC2)N)=O)(C)C